5-{3-[(5-fluoropyridin-3-yl)methoxy]pyridin-2-yl}-1H-pyrrole-3-carboxylic acid methyl ester COC(=O)C1=CNC(=C1)C1=NC=CC=C1OCC=1C=NC=C(C1)F